4-[2-[2-[2-[2-[[2-[4-[6-(dimethylamino)pyridin-3-yl]-phenyl]-1,3-benzothiazol-6-yl]amino]ethoxy]ethoxy]ethoxy]ethoxy]phthalic acid CN(C1=CC=C(C=N1)C1=CC=C(C=C1)C=1SC2=C(N1)C=CC(=C2)NCCOCCOCCOCCOC=2C=C(C(C(=O)O)=CC2)C(=O)O)C